3-(4-(4-(4-Chlorobenzyl)piperidin-1-yl)-3-fluorophenyl)piperidine-2,6-dione ClC1=CC=C(CC2CCN(CC2)C2=C(C=C(C=C2)C2C(NC(CC2)=O)=O)F)C=C1